azasilacyclopentadienyl-(azasilole) [SiH]1(N=CC=C1)[Si]=1NC=CC1